5-bromo-7-fluoro-2-methyl-3-(propan-2-yl)-2H-indazole BrC1=CC2=C(N(N=C2C(=C1)F)C)C(C)C